2-amino-N-sec-butyl-N-(2,2-dimethoxyethyl)acetamide NCC(=O)N(CC(OC)OC)C(C)CC